methyl-3'-(adamantan-1-yl)-4'-methoxy-[1,1'-biphenyl]-4-carboxylic acid methyl ester COC(=O)C1=CC(=C(C=C1)C1=CC(=C(C=C1)OC)C12CC3CC(CC(C1)C3)C2)C